(7S)-9-(2,6-difluorophenyl)-3,7-dimethyl-18-thia-2,4,5,8-tetrazatetracyclo[8.8.0.02,6.011,17]octadeca-1(10),3,5,8,11(17)-pentaene FC1=C(C(=CC=C1)F)C1=N[C@H](C2=NN=C(N2C=2SC=3CCCCCC3C12)C)C